3-(2,5-dimethyl-pyrrol-1-yl)-5,6-bis-trifluoromethyl-pyridine-2-carboxylic acid CC=1N(C(=CC1)C)C=1C(=NC(=C(C1)C(F)(F)F)C(F)(F)F)C(=O)O